ClC=1C=C(C=CC1F)[C@H](NC(=O)N1CC(NCC1)=O)C=1C=NC(=CC1)OCC(F)(F)F |o1:8| N-((S or R)-(3-chloro-4-fluorophenyl)(6-(2,2,2-trifluoroethoxy)pyridin-3-yl)methyl)-3-oxopiperazine-1-carboxamide